4-[(3S)-3-aminopyrrolidin-1-yl]-5-(3-chloro-5-fluorophenyl)-N-[(1S)-1-cyclopropylethyl]-6-methoxypyridine-3-carboxamide N[C@@H]1CN(CC1)C1=C(C=NC(=C1C1=CC(=CC(=C1)F)Cl)OC)C(=O)N[C@@H](C)C1CC1